4-bromo-2-butyl-8-chloro-2-methyl-2H-benzo[e][1,3]oxazine BrC1=NC(OC2=C1C=CC=C2Cl)(C)CCCC